[(3R)-1-azabicyclo[2.2.2]octan-3-yl]6-[(3S,4R)-4-[(4-amino-5-chloro-2-methoxybenzoyl)amino]-3-methoxypiperidin-1-yl]hexanoate N12C[C@@H](C(CC1)CC2)OC(CCCCCN2C[C@@H]([C@@H](CC2)NC(C2=C(C=C(C(=C2)Cl)N)OC)=O)OC)=O